(E)-prop-1-enylphosphonic acid C(=C\C)/P(O)(O)=O